(S)-2-(4-fluoro-4-(((5-fluoro-6-(3-(4-(trifluoromethoxy)phenyl)morpholino)pyrimidin-4-yl)amino)methyl)piperidin-1-yl)acetamide FC1(CCN(CC1)CC(=O)N)CNC1=NC=NC(=C1F)N1[C@H](COCC1)C1=CC=C(C=C1)OC(F)(F)F